2-(difluoromethyl)-5-fluoroindoline-6-sulfonamide FC(C1NC2=CC(=C(C=C2C1)F)S(=O)(=O)N)F